16α-butylamino-17β-(1-hydroxy-1-methyl-ethyl)androstan-5-en-3β-ol C(CCC)N[C@H]1[C@@H]([C@]2(C)[C@@H](C1)[C@@H]1CC=C3C[C@H](CC[C@]3(C)[C@H]1CC2)O)C(C)(C)O